9-(2-(butyl(ethyl)amino)pyrimidin-5-yl)-6,7-dimethoxynaphtho[2,3]furan C(CCC)N(C1=NC=C(C=N1)C1=C2C=C(C(=CC2=CC=2C=COC21)OC)OC)CC